magnesium-indium-bismuth-yttrium oxide [O-2].[Y+3].[Bi+3].[In+3].[Mg+2]